COC1=NC=C(C=C1CS(=O)(=O)N)B1OC(C(O1)(C)C)(C)C (2-methoxy-5-(4,4,5,5-tetramethyl-1,3,2-dioxaborolan-2-yl)pyridin-3-yl)methanesulfonamide